Ethyl 4-methyl-2-((1-methyl-1H-pyrazol-4-yl)amino)-6-(((1s,4s)-4-(piperazin-1-yl)cyclohexyl)amino)pyrimidine-5-carboxylate hydrochloride Cl.CC1=NC(=NC(=C1C(=O)OCC)NC1CCC(CC1)N1CCNCC1)NC=1C=NN(C1)C